(E)-2-(4-(2-cyano-2-(6-methoxy-3H-imidazo[4,5-c]pyridin-2-yl)vinyl)-5-methyl-1H-pyrazol-1-yl)-5-methylthiophene C(#N)\C(=C/C=1C=NN(C1C)C=1SC(=CC1)C)\C1=NC2=C(C=NC(=C2)OC)N1